4-chlorobicyclo[4.2.0]octa-1,3,5-triene-7-carboxamide ClC1=CC=C2CC(C2=C1)C(=O)N